C(C)NCCC1=CC=C(CN2C(=C(C3=CC(=CC=C23)O)F)C2=C(C=CC=C2)C)C=C1 1-(4-(2-(Ethylamino)ethyl)benzyl)-3-fluoro-2-(o-tolyl)-1H-indol-5-ol